O=C/1C=2N(CC\C1=C/C1=C(C=CC=C1)C=1N=CN(C1)C(C1=CC=CC=C1)(C1=CC=CC=C1)C1=CC=CC=C1)N=C(C2)NC(OC(C)(C)C)=O tert-butyl (E)-(4-oxo-5-(2-(1-trityl-1H-imidazol-4-yl)benzylidene)-4,5,6,7-tetrahydropyrazolo[1,5-a]pyridin-2-yl)carbamate